C1(=CC=CC=C1)N(C1=CC=C(C=C1)C1=CC=C(C=C1)N(C=1C=C(C=CC1)C)C1=CC=CC=C1)C=1C=C(C=CC1)C N,N'-diphenyl-N,N'-di(3-tolyl)-1,1'-biphenyl-4,4'-diamine